(S)-1-(4'-(trifluoromethyl)-[1,1'-biphenyl]-4-yl)ethan-1-amine FC(C1=CC=C(C=C1)C1=CC=C(C=C1)[C@H](C)N)(F)F